N1=CC=CC(=C1)[C@H]1N(C)CCC1 (-)-(S)-nicotine